C(C)(C)(C)OC(=O)N1CCN(CC1)C1=NC=C(C=C1)OC1=NC(=CC(=C1)CO)C1=CC(=CC(=C1)F)Cl 4-(5-((6-(3-chloro-5-fluorophenyl)-4-(hydroxymethyl)pyridin-2-yl)oxy)pyridin-2-yl)piperazine-1-carboxylic acid tert-butyl ester